(S)-N-(1-(4-chloro-2-methoxyphenyl)propan-2-yl)-2-(4-oxo-benzo[d][1,2,3]triazin-3(4H)-yl)acetamide ClC1=CC(=C(C=C1)C[C@H](C)NC(CN1N=NC2=C(C1=O)C=CC=C2)=O)OC